3-(3-hydroxy-2,6-dimethylphenyl)-7-tosyl-6-(2-(trifluoromethyl)pyrimidin-5-yl)-3,7-dihydro-4H-pyrrolo[2,3-d]pyrimidin-4-one OC=1C(=C(C(=CC1)C)N1C=NC2=C(C1=O)C=C(N2S(=O)(=O)C2=CC=C(C)C=C2)C=2C=NC(=NC2)C(F)(F)F)C